(1S,2S)-N-(6-cyano-7-{6-[1-(hydroxyimino)propyl]-4-methylpyridin-3-yl}isoquinolin-3-yl)-2-fluorocyclopropane-1-carboxamide C(#N)C=1C=C2C=C(N=CC2=CC1C=1C=NC(=CC1C)C(CC)=NO)NC(=O)[C@H]1[C@H](C1)F